2-(3,5-dimethyl-1H-pyrazol-4-yl)[1,2,4]triazolo[1,5-c]quinazolin CC1=NNC(=C1C1=NN2C=NC=3C=CC=CC3C2=N1)C